NC1=C(C=2C(=NC=C(C2S1)F)C=1C2=C(C=3C=NC(=NC3C1F)N1C[C@@H](CC1)N1CCN(CC1)C1CC1)COC2)C#N 2-Amino-4-(3-((R)-3-(4-cyclopropylpiperazin-1-yl)pyrrolidin-1-yl)-5-fluoro-7,9-dihydrofuro[3,4-f]quinazolin-6-yl)-7-fluorothieno[3,2-c]pyridine-3-carbonitrile